5-Benzyl 1-(tert-butyl) (1H-imidazole-1-carbonyl)-L-glutamate N1(C=NC=C1)C(=O)N[C@@H](CCC(=O)OCC1=CC=CC=C1)C(=O)OC(C)(C)C